ClC=1C=CC=2C3=C(C(N(C2C1)C=1C(=NC=CC1)C)=O)N=CO3 7-Chloro-5-(2-methylpyridin-3-yl)oxazolo[4,5-c]quinolin-4(5H)-one